ClCC1=C(C=C(C=C1)C(F)(F)F)F 1-(chloromethyl)-2-fluoro-4-(trifluoromethyl)benzene